ClC=1C(=NC=CC1SC=1C=2N(C(=NC1C([2H])([2H])[2H])N1CCC3(CC1)[C@@H](C=1C(=NC=CC1)C3)N)C=CN2)NC([2H])[2H] (S)-1'-(8-((3-Chloro-2-((methyl-d2)amino)pyridin-4-yl)thio)-7-(methyl-d3)imidazo[1,2-c]pyrimidin-5-yl)-5,7-dihydrospiro[cyclopenta[b]pyridine-6,4'-piperidin]-5-amine